OC=1C=C(C=CC1)C(C)(C)O 2-(3-hydroxyphenyl)-2-propanol